5-(3-chloro-4-fluoro-phenyl)-7-(1-ethoxyvinyl)-3-[2-(3-fluoro-3-methyl-azetidin-1-yl)-2-oxo-ethyl]pyrrolo[2,1-f][1,2,4]triazin-4-one ClC=1C=C(C=CC1F)C=1C=C(N2N=CN(C(C21)=O)CC(=O)N2CC(C2)(C)F)C(=C)OCC